FC=1C=C(C=CC1OC)C1OCCC(C1)N (3-fluoro-4-methoxyphenyl)tetrahydro-2H-pyran-4-amine